3-((2S)-3-(8-(benzylsulfonyl)-1-oxa-8-azaspiro[4.5]decan-3-ylamino)-2-hydroxypropoxy)-N-methylbenzenesulfonamide C(C1=CC=CC=C1)S(=O)(=O)N1CCC2(CC(CO2)NC[C@@H](COC=2C=C(C=CC2)S(=O)(=O)NC)O)CC1